C1C(NCC2=CC=CC=C21)CO (S)-(-)-1,2,3,4-tetrahydroisoquinoline-3-methanol